C(C)C(COP(OCC(CCCC)CC)(=O)CC(=NO)N)CCCC (2-amino-2-(hydroxyimino)ethyl)phosphonic acid bis(2-ethylhexyl) ester